BrC1=C(C=C(C=C1)C=1C(=NC(=NC1)NC=1C=NN(C1)C)NC=1C=C(C=CC1)NC(C=C)=O)F N-(3-((5-(4-bromo-3-fluorophenyl)-2-((1-methyl-1H-pyrazol-4-yl)amino)pyrimidin-4-yl)amino)phenyl)acrylamide